(R)-1-(1-acryloylpiperidin-3-yl)-4-amino-N-(5-(2-methoxyethyl)benzo[d]oxazol-2-yl)-1H-pyrazolo[3,4-d]pyrimidine-3-carboxamide C(C=C)(=O)N1C[C@@H](CCC1)N1N=C(C=2C1=NC=NC2N)C(=O)NC=2OC1=C(N2)C=C(C=C1)CCOC